N1=CC=CC=C1.F Hydrogen fluoride-pyridine salt